C(C)(C)(C)OC(=O)NC=1N=C(C=2OCC[C@H]3N(C2N1)CCC3)N3C[C@@H](CC3)N(C(OC(C)(C)C)=O)C tert-butyl ((R)-1-((S)-2-((tert-butoxycarbonyl)amino)-6,7,7a,8,9,10-hexahydropyrimido[5,4-b]pyrrolo[1,2-d][1,4]oxazepin-4-yl)pyrrolidin-3-yl)(methyl)carbamate